meta-terphenyl-4,4'-dicarboxylic acid C1(=CC=C(C=C1)C(=O)O)C1=CC(=C(C=C1)C(=O)O)C1=CC=CC=C1